L-homocystine dimethyl ester dihydrochloride Cl.Cl.COC([C@H](CCSSCC[C@@H](C(=O)OC)N)N)=O